N-(6-fluoro-2-((1S,3S)-3-formylcyclobutyl)-2H-indazol-5-yl)-6-(trifluoromethyl)picolinamide FC=1C(=CC2=CN(N=C2C1)C1CC(C1)C=O)NC(C1=NC(=CC=C1)C(F)(F)F)=O